N(C1=CC=CC=C1)C1=CC=CC2=C1N1C=C3CCCCC3=C(C1=N2)C#N anilino-7,8,9,10-tetrahydrobenzimidazolo[1,2-b]isoquinoline-6-carbonitrile